tert-Butyl (3-(2-(4-bromo-1H-imidazol-1-yl)phenoxy)propyl)carbamate BrC=1N=CN(C1)C1=C(OCCCNC(OC(C)(C)C)=O)C=CC=C1